FC(C(=O)O)(F)F.FC1=CC=2N(C=C1NC(=O)N1CCC=3C1=NC=CC3N3C[C@@H](NCC3)C(C)C)C=C(N2)C (S)-N-(7-fluoro-2-methylimidazo[1,2-a]pyridin-6-yl)-4-(3-isopropylpiperazin-1-yl)-2,3-dihydro-1H-pyrrolo[2,3-b]pyridine-1-carboxamide 2,2,2-trifluoroacetate